3-(5-chloro-3-methyl-pyrazin-2-yl)sulfonyl-1,4-dimethyl-indole ClC=1N=C(C(=NC1)S(=O)(=O)C1=CN(C2=CC=CC(=C12)C)C)C